(2S,4r)-4-fluoro-2-(((S)-(5-isopropyl-4-methylpyridin-2-yl)(phenyl)methyl)carbamoyl)pyrrolidin-1-ium F[C@@H]1C[C@H]([NH2+]C1)C(N[C@@H](C1=CC=CC=C1)C1=NC=C(C(=C1)C)C(C)C)=O